N1(CCCCCC1)C(CCC(=O)N[C@@H](C)C(=O)N1[C@@H](CCC1)C(=O)N)=O (2S)-1-((4-(azepan-1-yl)-4-oxobutanoyl)alaninyl)pyrrolidine-2-carboxamide